NC1=CC=C(C(=C1/C=C/C(=O)OCC)F)Br Ethyl (E)-3-(6-Amino-3-Bromo-2-Fluorophenyl)Acrylate